(5-amino-2-methylpyridin-3-yl)-2-bromopyrazolo[5,1-b]thiazole-7-carboxamide NC=1C=C(C(=NC1)C)C=1N2C(SC1Br)=C(C=N2)C(=O)N